C(C1=CC=CC=C1)(=O)OC1=CC=2C[C@@H]3[C@H](C2C=C1)[C@H]3C(=O)OCC (1S,1aS,6aR)-4-(benzoyloxy)-1,1a,6,6a-tetrahydrocyclopropa[a]indene-1-carboxylic acid, ethyl ester